1-(4-(2-(4-fluorophenyl)oxazol-4-yl)phenyl)-N-propylcyclobutane-1-carboxamide FC1=CC=C(C=C1)C=1OC=C(N1)C1=CC=C(C=C1)C1(CCC1)C(=O)NCCC